4-((3S)-1-(1-((1-(3,5-difluorobenzyl)-2-methyl-1H-imidazol-4-yl)amino)-1-oxopropan-2-yl)-4,4-difluoropiperidin-3-yl)pyridine 1-oxide FC=1C=C(CN2C(=NC(=C2)NC(C(C)N2C[C@@H](C(CC2)(F)F)C2=CC=[N+](C=C2)[O-])=O)C)C=C(C1)F